3-(1,4-dimethyl-1H-benzo[d][1,2,3]triazol-5-yl)-3-(3-(((R)-7-ethyl-1,7,8,10-tetrahydro-9H-[1,4]oxazepino[7,6-g]indazol-9-yl)methyl)-4-methylphenyl)-2,2-dimethylpropanoic acid CN1N=NC2=C1C=CC(=C2C)C(C(C(=O)O)(C)C)C2=CC(=C(C=C2)C)CN2C[C@H](OC1=CC=C3C=NNC3=C1C2)CC